(3-methoxy-1H-pyrazol-1-yl)benzonitrile COC1=NN(C=C1)C1=C(C#N)C=CC=C1